3-(4'-dimethylaminophenyl)-5,6-bis-(4'-methoxyphenyl)-1,2,4-triazine CN(C1=CC=C(C=C1)C=1N=NC(=C(N1)C1=CC=C(C=C1)OC)C1=CC=C(C=C1)OC)C